7-oxabicyclo-[4.1.0]-heptane-3-carboxylate C12CC(CCC2O1)C(=O)[O-]